ClC1=C(C(=NN1CC1=C(C=C(C=C1F)F)F)C(=O)[O-])C=C(CC)OC 5-chloro-4-(2-Ethyl-methoxyvinyl)-1-(2,4,6-trifluorobenzyl)-1H-pyrazole-3-carboxylate